ClC1=NC=C(C(=C1)C1=C(C=NC(=C1)C)C(=O)NC=1SC2=C(N1)CN(C2)C(=O)C2=C(N=NC(=C2)C)C)OC 2'-chloro-N-(5-(3,6-dimethyl-pyridazine-4-carbonyl)-5,6-dihydro-4H-pyrrolo[3,4-d]thiazol-2-yl)-5'-methoxy-6-methyl-[4,4'-bipyridine]-3-carboxamide